1H-pyrrolo[3,2-H]quinoline-3-sulfonyl chloride N1C=C(C=2C=CC=3C=CC=NC3C21)S(=O)(=O)Cl